methyl 5-chloro-4-(3-(4-methoxybenzyl)-2,4-dioxotetrahydropyrimidin-1(2H)-yl)-6-methylpicolinate ClC=1C(=CC(=NC1C)C(=O)OC)N1C(N(C(CC1)=O)CC1=CC=C(C=C1)OC)=O